N1=C(C=CC=C1)C=1C(=NC=CC1)C(=O)N1[C@@H]2[C@@H](C[C@H](C1)CC2)OC2=NC=C(C=C2)C(F)(F)F [2,3'-bipyridine]-2'-yl-((1S,4R,6R)-6-((5-(trifluoromethyl)pyridin-2-yl)oxy)-2-azabicyclo[2.2.2]oct-2-yl)methanone